COC=1C=C(C(=O)O)C=CC1NC(C(F)(F)F)=O 3-methoxy-4-(trifluoroacetamido)benzoic acid